FC1=CC=C(C=C1)NC(=O)CC=1N=NN(C1)C(CC(=O)NO)CC1=CC2=CC=CC=C2C=C1 3-{4-[(4-Fluoro-phenylcarbamoyl)-methyl]-[1,2,3]triazol-1-yl}-N-hydroxy-4-naphthalen-2-yl-butyramide